[8-(1-methyl-1H-imidazol-4-yl)-2,3-dihydro-benzo[1,4]dioxin-2-ylmethyl]-amid CN1C=NC(=C1)C1=CC=CC2=C1OC(CO2)C[NH-]